ClC=1C=CC(=C(C1)O)C1=C2C(=C(N=N1)N[C@H]1[C@H](COCC1)C)C=NC=C2 5-chloro-2-(4-{[(3R,4R)-3-methyloxan-4-yl]amino}pyrido[3,4-d]pyridazin-1-yl)phenol